Methyl 1-((6-fluoro-2-methyl-1,2,3,4-tetrahydroisoquinolin-7-yl)methyl)-5-(methoxymethyl)-1H-pyrazole-4-carboxylate FC=1C=C2CCN(CC2=CC1CN1N=CC(=C1COC)C(=O)OC)C